Methyl 3-((methylsulfonyl)oxy)cyclobutane-1-carboxylate CS(=O)(=O)OC1CC(C1)C(=O)OC